terephthalic acid (terephthalate) C(C1=CC=C(C(=O)O)C=C1)(=O)O.C(C1=CC=C(C(=O)O)C=C1)(=O)O